(R)-2-(7-(4-cyclopentyl-3-(trifluoromethyl)benzyloxy)-1,2,3,4-tetrahydrocyclopenta[b]indol-3-yl)acetic acid diethylamine salt C(C)NCC.C1(CCCC1)C1=C(C=C(COC2=CC=3C4=C(NC3C=C2)[C@H](CC4)CC(=O)O)C=C1)C(F)(F)F